CC(C(=O)[O-])(CCCCCCCC(=O)[O-])C1CC(N(C(C1)(C)C)C)(C)C methyl-(1,2,2,6,6-pentamethyl-4-piperidyl)-sebacate